Racemic-6-fluoro-5-[(1,3,3-trimethyl-4-piperidyl)amino]-1,3-benzothiazole-2-carbonitrile FC1=CC2=C(N=C(S2)C#N)C=C1N[C@H]1C(CN(CC1)C)(C)C |r|